N1(C2C(CC1)CCC2)CC#CC2=NC=CC(=C2)N2C1CN(CC2CC1)C=1C=C(N=NC1N)C1=C(C=CC=C1)O 2-[5-[8-[2-[3-(3,3a,4,5,6,6a-hexahydro-2H-cyclopenta[b]pyrrol-1-yl)prop-1-ynyl]-4-pyridyl]-3,8-diazabicyclo[3.2.1]octan-3-yl]-6-amino-pyridazin-3-yl]phenol